(S)-6,6-dimethyl-3-aminopiperidine hydrochloride Cl.CC1(CC[C@@H](CN1)N)C